(S)-N-(3-(3-aminoprop-1-yn-1-yl)-4-methoxyphenyl)-4-(2-(4-(4-chlorophenyl)-2,3,9-trimethyl-6H-thieno[3,2-f][1,2,4]triazolo[4,3-a][1,4]diazepin-6-yl)acetamido)butanamide NCC#CC=1C=C(C=CC1OC)NC(CCCNC(C[C@H]1C=2N(C3=C(C(=N1)C1=CC=C(C=C1)Cl)C(=C(S3)C)C)C(=NN2)C)=O)=O